C(C=C)(=O)N1C[C@@H](N(C[C@H]1C)C=1C2=C(N(C(N1)=O)C=1C(=NC=CC1SC)C(C)C)N=C(C(=C2)Cl)C2=C(C=CC=C2)Cl)C 4-((2S,5R)-4-Acryloyl-2,5-dimethylpiperazin-1-yl)-6-chloro-7-(2-chlorophenyl)-1-(2-isopropyl-4-(methylthio)pyridin-3-yl)pyrido[2,3-d]pyrimidin-2(1H)-one